FC(OC1=C(C=C(C=C1)S(=O)(=O)CC(=O)N)N1N=C(C=2C=NC(=CC21)C=2C=NN1C2N=CC=C1)C)F 2-((4-(difluoromethoxy)-3-(3-methyl-6-(pyrazolo[1,5-a]pyrimidin-3-yl)-1H-pyrazolo[4,3-c]pyridin-1-yl)phenyl)sulfonyl)acetamide